N-allyl-N-(4-methoxyphenyl)vinylsulfonamide C(C=C)N(S(=O)=O)C=CC1=CC=C(C=C1)OC